1,4-butane diisothiocyanate C(CCN=C=S)CN=C=S